Cl.FC=1C=C(C=C(C1)F)NC=1C=C2C(=CNC2=CC1)N N5-(3,5-difluorophenyl)-1H-indole-3,5-diamine Hydrochloride